3-((((1-carboxyethyl)thio)carboxythio)thio)propionic acid C(=O)(O)C(C)SOC(=O)SSCCC(=O)O